FC1=C(C(=O)NCC23CCC(CC2)(CC3)C3=NC(=NO3)C3=NC=C(N=C3)C(F)(F)F)C=C(C(=C1)O)F 2,5-difluoro-4-hydroxy-N-[(4-{3-[5-(trifluoromethyl)pyrazin-2-yl]-1,2,4-oxadiazol-5-yl}bicyclo[2.2.2]octan-1-yl)methyl]benzamide